ClC1=CC(=CC=2C3=CC=CC=C3C(NC12)=O)OC 4-chloro-2-methoxy-6(5H)-phenanthridinone